(3-chloro-2-fluorobenzyl)-2-(((trans)-4-hydroxycyclohexyl)amino)acetamide ClC=1C(=C(CC(C(=O)N)N[C@@H]2CC[C@H](CC2)O)C=CC1)F